pentaerythritol tris(3-aziridinyl)propionate N1CC1C(CC(=O)OCC(CO)(CO)CO)(C1CN1)C1CN1